ClC1=C(C=CC=C1)C1=CC(OC2=CC(=CC=C12)O[C@@H](C(=O)N(C)C)C)=O (2R)-2-[4-(2-chlorophenyl)-2-oxo-chromen-7-yl]oxy-N,N-dimethyl-propanamide